2-(7-chloro-8-fluoro-5-methoxy-2-(methylthio)pyrido[4,3-d]pyrimidin-4-yl)-2-azabicyclo[2.2.1]heptane-6-ol ClC1=C(C=2N=C(N=C(C2C(=N1)OC)N1C2C(CC(C1)C2)O)SC)F